S1C(=CC=C1)[Ru]C=1SC=CC1 dithienyl-ruthenium